BrC=1C=C2C=CN(C(C2=CC1[N+](=O)[O-])=O)CC1=CC=C(C=C1)OC 6-bromo-2-(4-methoxybenzyl)-7-nitroisoquinolin-1(2H)-one